O1OCC2=C1C=CC=C2 2H-2,3-benzodioxole